ClC1=C(C(=CC=C1)F)C=NO N-[(2-chloro-6-fluorophenyl)methylene]hydroxylamine